3-Chloro-N-((1-(4-(1,3-dioxoisoindolin-2-yl)butyl)pyrrolidin-2-yl)methyl)-5-ethyl-6-hydroxy-2-methoxybenzamide ClC=1C(=C(C(=O)NCC2N(CCC2)CCCCN2C(C3=CC=CC=C3C2=O)=O)C(=C(C1)CC)O)OC